C(C)(C)(C)OC(=O)NC1CCN(CC1)C(CCN1CCN(CC1)C=1C=CC(=NC1)C(=O)O)=O 5-(4-(3-(4-((tert-butoxycarbonyl)amino)piperidin-1-yl)-3-oxopropyl)piperazin-1-yl)picolinic acid